5-Chloro-4-(6-(2-(dimethylamino)ethoxy)pyridine-3-yl)-2-fluoroaniline ClC=1C(=CC(=C(N)C1)F)C=1C=NC(=CC1)OCCN(C)C